O=C1N(CCC(N1)=O)C1=NN(C2=CC(=CC=C12)C1CN(CCC1)CCCOC=1C=C2C(=NC=NN2C1)C1=CC(=C(C=C1)CNC(OC(C)(C)C)=O)C)C tert-butyl N-[[4-[6-[3-[3-[3-(2,4-dioxohexahydropyrimidin-1-yl)-1-methyl-indazol-6-yl]-1-piperidyl]propoxy]pyrrolo[2,1-f][1,2,4]triazin-4-yl]-2-methyl-phenyl]methyl]carbamate